C(CCC#CC)N1N=C2C(CN(CC2)C(=O)OC(C)(C)C)=C1CO tert-Butyl 2-(hex-4-yn-1-yl)-3-(hydroxymethyl)-2,4,6,7-tetrahydro-5H-pyrazolo[4,3-c]pyridine-5-carboxylate